FC(OC1=NN(C(=C1)C)C1=NC(=CC=C1[C@H](C)O)N1C=NC2=C1C=C(C(=C2)NC=2N=NC=CC2)F)F (1S)-1-[2-[3-(difluoromethoxy)-5-methyl-pyrazol-1-yl]-6-[6-fluoro-5-(pyridazin-3-yl-amino)benzimidazol-1-yl]-3-pyridyl]ethanol